COC1=CC(=C(C=C1OC)NC(=O)C=1OC2=CC=CC=C2C(C1)=O)C(NC1=CC=C(C=C1)CCN(CC=1C=C2C=NN(C2=CC1)C)CC1=CC(=CC=C1)C1=NC(=NO1)C)=O N-(4,5-Dimethoxy-2-((4-(2-((3-(3-methyl-1,2,4-oxadiazol-5-yl)benzyl)((1-methyl-1H-indazol-5-yl)methyl)amino)ethyl)phenyl)carbamoyl)phenyl)-4-oxo-4H-chromene-2-carboxamide